COC(\C=C\C=1C=CC2=C(N(C(O2)=O)CCC(=O)OC)C1)=O (E)-3-(3-(3-methoxy-3-oxopropyl)-2-oxo-2,3-dihydrobenzo[d]oxazol-5-yl)acrylic acid methyl ester